C(C1=CC=CC=C1)OC(C(=O)NNC(=O)C1=NC(=C(C=C1NC([O-])=O)C(F)(F)F)Br)(C(C=C)OC(C)(C)C)C(F)(F)F N-[2-[[[2-benzyloxy-3-tert-butoxy-2-(trifluoromethyl)pent-4-enoyl]amino]carbamoyl]-6-bromo-5-(trifluoromethyl)-3-pyridyl]carbamate